C1=CC=CC=2C3=CC=CC=C3N(C12)C=1C=C(C=CC1)OB(O)O (3-(9H-carbazole-9-yl)phenyl)boric acid